FC(CO)(F)C=1C(=C(C=CC1)[C@@H](C)NC=1C2=C(N=C(N1)C)C=NC(=C2)N2C[C@@H](CC2)NC(C)=O)F N-{(3R)-1-[4-({(1R)-1-[3-(1,1-difluoro-2-hydroxyethyl)-2-fluorophenyl]ethyl}amino)-2-methylpyrido[3,4-d]pyrimidin-6-yl]pyrrolidin-3-yl}acetamide